ClC1=NC(=CC(=N1)C(=O)N1CC2=CC=CC=C2C1)NC(C)(CC(C)(C)C)C (2-Chloro-6-((2,4,4-trimethylpentan-2-yl)amino)pyrimidin-4-yl)(isoindolin-2-yl)methanone